C(C)(C)(C)OC(NCCCCN(C)C1=C2CN(C(C2=CC=C1)=O)C1C(NC(CC1)=O)=O)=O tert-Butyl(4-((2-(2,6-dioxopiperidin-3-yl)-1-oxoisoindolin-4-yl)(methyl)amino)butyl)carbamate